OCC(CN)(C)C 3-hydroxy-2,2-Dimethylpropylamine